FC(C(OC(C(OC(=C(F)F)F)(F)F)(C(F)(F)F)F)(F)F)(F)F Perfluoro(4-methyl-3,6-dioxaocta-7-en)